5-(8-((4-isopropoxybenzyl)oxy)-2-methylquinolin-4-yl)picolinonitrile C(C)(C)OC1=CC=C(COC=2C=CC=C3C(=CC(=NC23)C)C=2C=CC(=NC2)C#N)C=C1